FC(C(=O)O)(F)F.CN(C=N)C N,N-dimethylformimidamide 2,2,2-trifluoroacetate